ClC1=CC(=NC2=CC=C(C=C12)C=O)C 4-chloro-2-methylquinoline-6-carbaldehyde